Racemic-N-[4-(3-cyanophenyl)-5-[2-(1-hydroxyethyl)-6-methyl-4-pyridinyl]thiazol-2-yl]-2-oxa-6-azaspiro[3.3]heptane-6-carboxamide C(#N)C=1C=C(C=CC1)C=1N=C(SC1C1=CC(=NC(=C1)C)[C@@H](C)O)NC(=O)N1CC2(COC2)C1 |r|